C(C)(C)(C)OC(=O)N1CCC(CC1)C=1SC2=C(N1)N(C=C2C(C)C)C(=O)OC(C)(C)C tert-butyl 2-(1-(tert-butoxycarbonyl)piperidin-4-yl)-6-isopropyl-4H-pyrrolo[2,3-d]thiazole-4-carboxylate